4-(4-chloro-phenyl)-5-(2,6-difluorophenyl)-3,6-dimethylpyridazine ClC1=CC=C(C=C1)C1=C(N=NC(=C1C1=C(C=CC=C1F)F)C)C